4-((3-((tert-butoxycarbonyl)amino)phenyl)amino)-2-(phenylamino)pyrimidine-5-carboxylic acid C(C)(C)(C)OC(=O)NC=1C=C(C=CC1)NC1=NC(=NC=C1C(=O)O)NC1=CC=CC=C1